NC1=C(C=C(C=C1)CCNS(=O)=O)N1C[C@@H]2CC[C@H](C1)C21CC1 N-(4-amino-3-((1R,5S)-3-azaspiro[bicyclo[3.2.1]octane-8,1'-cyclopropane]-3-yl)phenyl)ethylsulfonamide